ClC1=CC(=NC=C1)[C@@H]1[C@H](C1)C(=O)NC1=NC=NC(=C1)N1[C@H](C[C@@H](C1)O)C=1N=C2N(C=C(C=N2)C2CC2)C1 (1S,2S)-2-(4-chloropyridin-2-yl)-N-(6-((2R,4S)-2-(6-cyclopropylimidazo[1,2-a]pyrimidin-2-yl)-4-hydroxypyrrolidin-1-yl)pyrimidin-4-yl)cyclopropane-1-carboxamide